3-Amino-4-(7-fluoro-1H-indazol-4-yl)-6-(isopropylamino)-7-methyl-1H-1,5-naphthyridin-2-one NC=1C(NC2=CC(=C(N=C2C1C1=C2C=NNC2=C(C=C1)F)NC(C)C)C)=O